C(=O)(O)[C@@H](CC1=COC2=C1C=C(C=C2)CN(CC=2C=CC1=C(C(=CO1)C[C@H](C(=O)O)[C@@H]1CNCC1)C2)CC=2C=CC1=C(C(=CO1)C[C@H](C(=O)O)[C@@H]1CNCC1)C2)[C@@H]2CNCC2 (2S)-3-(5-{bis({3-[(2S)-2-carboxy-2-[(3R)-pyrrolidin-3-yl]ethyl]-1-benzofuran-5-yl}methyl)aminomethyl}-1-benzofuran-3-yl)-2-[(3R)-pyrrolidin-3-yl]propanoic acid